CN1CCC(CC1)NC(=O)C1=NC(=CC=C1)C1=CC2=C(C(=CC=C2C=C1)OC(F)(F)F)NC(C=C)=O N-(1-methyl-4-piperidyl)-6-[8-(prop-2-enoylamino)-7-(trifluoromethoxy)-2-naphthyl]pyridine-2-carboxamide